C(CCCCCCCC)OC(CCCCCCCN(CCCCCCCC(=O)OC(CCCCCCCC)CCCCCCCC)CCCN1N=NC(=C1)[Si](C)(C)C)=O Heptadecan-9-yl 8-((8-(nonyloxy)-8-oxooctyl)(3-(4-(trimethylsilyl)-1H-1,2,3-triazol-1-yl)propyl)amino)octanoate